4-methyl-N-(5-(3-methylpyridin-2-yl)-4H-1,2,4-triazol-3-yl)pyridin-2-amine CC1=CC(=NC=C1)NC1=NN=C(N1)C1=NC=CC=C1C